FC1=C(C(=C(C(=C1[B-](C1=C(C(=C(C(=C1F)F)F)F)F)(C1=C(C(=C(C(=C1F)F)F)F)F)C1=C(C(=C(C(=C1F)F)F)F)F)F)F)F)F.FC1=C(C(=C(C(=C1[B-](C1=C(C(=C(C(=C1F)F)F)F)F)(C1=C(C(=C(C(=C1F)F)F)F)F)C1=C(C(=C(C(=C1F)F)F)F)F)F)F)F)F.FC(C[NH+]1CCN(CC1)CC(F)(F)F)(F)F.FC(C[NH+]1CCN(CC1)CC(F)(F)F)(F)F 1,4-bis(2,2,2-trifluoroethyl)piperazinium bis[tetrakis(pentafluorophenyl)borate]